Methyl 2-(1-(4-((4-(2-(2-aminopyridin-3-yl)-5-phenyl-3H-imidazo[4,5-b]pyridin-3-yl)benzyl)carbamoyl)phenyl)-5-hydroxy-1H-pyrazol-3-yl)acetate NC1=NC=CC=C1C1=NC=2C(=NC(=CC2)C2=CC=CC=C2)N1C1=CC=C(CNC(=O)C2=CC=C(C=C2)N2N=C(C=C2O)CC(=O)OC)C=C1